1-(bromomethyl)-5-fluoro-2-methoxy-3-methylbenzene BrCC1=C(C(=CC(=C1)F)C)OC